(S)-2-(4-amino-2-oxa-8-azaspiro[4.5]decan-8-yl)-5-((4-chloro-2-methyl-2H-indazol-5-yl)thio)-3-methylpyrimidin-4(3H)-one N[C@@H]1COCC12CCN(CC2)C2=NC=C(C(N2C)=O)SC2=C(C1=CN(N=C1C=C2)C)Cl